ClC1=CC=2C(=C(N=NC2N[C@H](C)C2=C(C(=CC=C2)C)F)C)C=N1 |r| racemic-7-chloro-N-(1-(2-fluoro-3-methylphenyl)ethyl)-4-methylpyrido[3,4-d]pyridazin-1-amine